4-nitrobenzyl (S)-3-formylpyrrolidine-1-carboxylate C(=O)[C@@H]1CN(CC1)C(=O)OCC1=CC=C(C=C1)[N+](=O)[O-]